methyl (2-octadecyloxy) ethyl phosphate P(=O)(OC)(OOC(C)CCCCCCCCCCCCCCCC)OCC